2-((S)-1-[1,4]Dioxan-2-ylmethoxy)-9-(3-methoxy-4-methyl-pentyl)-6,7-dihydro-pyrimido[6,1-a]isoquinolin-4-one O1[C@@H](COCC1)COC1=NC(N2C(C3=CC=C(C=C3CC2)CCC(C(C)C)OC)=C1)=O